ClC1=C(C=C(C=C1)F)[C@H]([C@@H](C)C=1N(C(C(=C(N1)C(=O)NC=1C=NOC1)O)=O)C)C=1C(=NN(C1)CCOC)C 2-((1R,2R)-1-(2-chloro-5-fluorophenyl)-1-(1-(2-methoxyethyl)-3-methyl-1H-pyrazol-4-yl)propan-2-yl)-5-hydroxy-N-(isoxazol-4-yl)-1-methyl-6-oxo-1,6-dihydropyrimidine-4-carboxamide